C1C(=O)NN=N1 TRIAZOLIN-5-ONE